(3S)-3-(fluoromethyl)-2-(p-toluenesulfonyl)-3,4-dihydro-1H-isoquinoline FC[C@H]1N(CC2=CC=CC=C2C1)S(=O)(=O)C1=CC=C(C)C=C1